2-[3-(trifluoromethyl)phenoxy]acetyl-hydrazine FC(C=1C=C(OCC(=O)NN)C=CC1)(F)F